C(=O)(O)CN1C=[N+](C2=C1C=CC=C2)CC(=O)O 1,3-bis(carboxymethyl)-1H-benzo[d]imidazole-3-ium